N-allyl-N'-2-hydroxyethyl-thiourea C(C=C)NC(=S)NCCO